ClC1=C(CN2CC(CC2)(C2OCCCC2)CCC2=CC=CC=C2)C=CC=C1 1-(2-chlorobenzyl)-3-phenethyl-3-(tetrahydro-2H-pyran-2-yl)pyrrolidine